Dichloro[1,5-bis(diphenylphosphino)pentane] palladium (II) [Pd+2].ClC(CCP(C1=CC=CC=C1)C1=CC=CC=C1)(CCP(C1=CC=CC=C1)C1=CC=CC=C1)Cl